2,6-ditert-butyl-4-methoxyphenol C(C)(C)(C)C1=C(C(=CC(=C1)OC)C(C)(C)C)O